N-(3-(N,S-dimethylsulfonimidoyl)phenyl)-3-(4-(2,2,2-trifluoroethoxy)phenoxy)-6-(trifluoromethyl)pyridazine-4-carboxamide CN=S(=O)(C)C=1C=C(C=CC1)NC(=O)C1=C(N=NC(=C1)C(F)(F)F)OC1=CC=C(C=C1)OCC(F)(F)F